6-(hept-1-en-2-yl)-4-methyl-3,6-dihydro-2H-pyran C=C(CCCCC)C1C=C(CCO1)C